FC(OC1=C(C=C(C=C1)C=1OC=C(N1)CNC(=O)C=1C(=NC=CC1)C(=O)O)OC(C)C)F (((2-(4-(difluoromethoxy)-3-isopropoxyphenyl)oxazol-4-yl)methyl)carbamoyl)picolinic acid